hexahydro-1,4-phenylene diisocyanate C1(CCC(CC1)N=C=O)N=C=O